bis(3-(4-propoxybutoxy)propyl)phosphinic acid C(CC)OCCCCOCCCP(O)(=O)CCCOCCCCOCCC